C(C)(=O)C1=CC(=NC(=C1)C1CC1)C(=O)NC1=CC(=CC=C1)C1(COC1)[C@@H](C1=NN=CN1C)F |r| 4-acetyl-6-cyclopropyl-N-[3-[3-[rac-(S)-fluoro-(4-methyl-1,2,4-triazol-3-yl)methyl]oxetan-3-yl]phenyl]pyridine-2-carboxamide